ClC(C=1C=C(C=CC1)Cl)C=1C=C(C=CC1)Cl 3,3'-(chloromethylene)bis(chlorobenzene)